C(=C)[Si](C1=CC=C(C=C1)[Si](C)(C)C=C)(C)C 1,4-di(vinyl-dimethylsilyl)benzene